N-(1-(6,7-Difluoro-4-oxo-3,4-dihydrophthalazin-1-yl)ethyl)-N-methyl-1H-indazole-6-carboxamide FC=1C=C2C(NN=C(C2=CC1F)C(C)N(C(=O)C1=CC=C2C=NNC2=C1)C)=O